C(C1=CC=CC=C1)C1=NC(NC2=CC=CC=C12)=O benzyl-quinazolinone